Tert-butyl 4-ethynyl-[1,4'-bipiperidine]-1'-carboxylate C(#C)C1CCN(CC1)C1CCN(CC1)C(=O)OC(C)(C)C